1-chloroethyl 2,5,8,11-tetraoxatetradecan-14-oate COCCOCCOCCOCCC(=O)OC(C)Cl